5-chloro-N-[2,4-difluoro-3-([1H-pyrazolo[3,4-b]pyridin-5-ylamino]methyl)phenyl]-2-methoxypyridine-3-sulfonamide ClC=1C=C(C(=NC1)OC)S(=O)(=O)NC1=C(C(=C(C=C1)F)CNC=1C=C2C(=NC1)NN=C2)F